sodium 3-nitrobenzenesulfonate hydrate O.[N+](=O)([O-])C=1C=C(C=CC1)S(=O)(=O)[O-].[Na+]